C(C)(=O)N1[C@H](CNC[C@@H]1CO)C1=CC(=NC(=C1)Cl)C1=CC(=NC=N1)C(=O)NC trans-6-(4-(1-acetyl-6-(hydroxymethyl)piperazin-2-yl)-6-chloropyridin-2-yl)-N-methylpyrimidine-4-carboxamide